dinaphthylanthracene-d22 C1(=CC=CC2=CC=CC=C12)C12C(C3(C(C(C(C(C3(C(C2(C(C(C(C1([2H])[2H])([2H])[2H])([2H])[2H])([2H])[2H])[2H])([2H])[2H])[2H])([2H])[2H])([2H])[2H])([2H])[2H])([2H])[2H])[2H])([2H])C1=CC=CC2=CC=CC=C12